NC1=CC(=C(C(=O)O)C=C1)C1=NC(=NC=C1)NC1=CC=C(C=C1)C(F)(F)F 4-amino-2-(2-((4-(trifluoromethyl)phenyl)amino)pyrimidin-4-yl)benzoic acid